CC=1NC(=C(N1)C#N)C#N 2-methylimidazole-4,5-dinitrile